benzyl 8-(6-(cyclopentylcarbamoyl)-5,6,7,8-tetrahydro-1,6-naphthyridin-2-yl)-3,8-diazabicyclo[3.2.1]octane-3-carboxylate C1(CCCC1)NC(=O)N1CC=2C=CC(=NC2CC1)N1C2CN(CC1CC2)C(=O)OCC2=CC=CC=C2